ethyl 5-chloro-4-(2-((1,1-difluoropropan-2-yl)amino) ethyl)-1-(2,4,5-trifluorobenzyl)-1H-pyrazole-3-carboxylate ClC1=C(C(=NN1CC1=C(C=C(C(=C1)F)F)F)C(=O)OCC)CCNC(C(F)F)C